[Si](C)(C)(C(C)(C)C)[C@@]1(C[C@H](O)[C@@H](CO)O1)N1C(=O)NC(=O)C(=C1)I (tert-butyldimethylsilyl)-5-iodo-2'-deoxyuridine